ClC1=C(C=CC=C1)C1C(C2=C(CCC1)C=CC=C2)=O 6-(2-chlorophenyl)-6,7,8,9-tetrahydro-5H-benzo[7]annulen-5-one